(1R,2R,3aS,8bS)-2,3,3a,8b-tetrahydro-2-hydroxy-1-[(E,3S,4S)-3-hydroxy-4-methyl-1-octene-6-ynyl]-1H-cyclopenta[b]benzofuran-5-butanoic acid O[C@H]1[C@@H]([C@@H]2[C@@H](OC3=C2C=CC=C3CCCC(=O)O)C1)\C=C\[C@H]([C@H](CC#CC)C)O